ClC1=C(C=C2C(=C(NC2=C1F)C1=NNC(=N1)F)N1C=NC=C1)OC 6-chloro-7-fluoro-2-(5-fluoro-1H-1,2,4-triazol-3-yl)-3-(1H-imidazol-1-yl)-5-methoxy-1H-indole